C1(CC1)CNC1=NC(=NC(=C1C=O)C1=C(C=CC=C1)F)S(=O)(=O)C 4-(cyclopropylmethyl-amino)-6-(2-fluoro-phenyl)-2-methylsulfonyl-pyrimidine-5-carbaldehyde